C1=C(C=CC2=CC=CC=C12)C(=O)O β-naphthoic acid